(S)-1-(1-(3-chlorophenyl)-2-hydroxy-ethyl)-3-(1-(2-(phenyl-amino)pyrimidin-4-yl)-1H-pyrazol-4-yl)urea ClC=1C=C(C=CC1)[C@@H](CO)NC(=O)NC=1C=NN(C1)C1=NC(=NC=C1)NC1=CC=CC=C1